BrC=1C=C2C(=NC(=NC2=C2C1OCCN2C)C)N[C@H](C)C2=C(C(=CC=C2)C(F)F)F (R)-6-bromo-N-(1-(3-(difluoromethyl)-2-fluorophenyl)ethyl)-2,10-dimethyl-9,10-dihydro-8H-[1,4]oxazino[2,3-H]quinazolin-4-amine